N-[4-(3-Cyanophenyl)-5-(2,6-dimethyl-4-pyridyl)thiazol-2-yl]-3-methyl-3,6-diazabicyclo[3.2.0]heptane-6-carboxamide C(#N)C=1C=C(C=CC1)C=1N=C(SC1C1=CC(=NC(=C1)C)C)NC(=O)N1C2CN(CC2C1)C